2-(7-Cyano-3-fluoro-5-isopropylbenzo[b]thiophen-2-yl)-4-methylthiazole-5-carboxylic acid ethyl ester C(C)OC(=O)C1=C(N=C(S1)C1=C(C2=C(S1)C(=CC(=C2)C(C)C)C#N)F)C